BrC1=C(N)C=C(C=C1)C 2-bromo-5-methylaniline